(R)-1-(1-((6-(3-Methylmorpholino)-2-(1H-pyrrolo[2,3-b]pyridin-4-yl)pyrimidin-4-yl)imino)-1-oxido-1λ6-thiomorpholino)ethan-1-one C[C@@H]1COCCN1C1=CC(=NC(=N1)C1=C2C(=NC=C1)NC=C2)N=S2(CCN(CC2)C(C)=O)=O